C(C1=CC=CC=C1)OC=1C=C(C=CC1OC)CCC=1SC2=C(N1)C=CC=C2 2-(3-(benzyloxy)-4-methoxyphenylethyl)benzo[d]thiazole